ClC1=CC=C(OC2=CC(=C(C=C2)C2(CO2)C)C(F)(F)F)C=C1 2-[4-(4-chlorophenoxy)-2-trifluoromethyl-phenyl]-2-methyl-epoxyethane